OCCC1=NC(=NC=N1)N 2-hydroxy-ethyl-amino-s-triazine